[O-]S(=O)(=O)C(F)(F)F.FS(=O)(=O)N1C(=[N+](C=C1)C)C 1-(fluorosulfonyl)-2,3-dimethyl-1H-imidazol-3-ium triflate